1-((tert-butoxycarbonyl)amino)cyclopropanecarboxylic acid C(C)(C)(C)OC(=O)NC1(CC1)C(=O)O